C(C)OC=1C(=C(C(=C2C=NNC12)C=1N=CC=2N(C1)C=C(N2)NC(=O)[C@H]2[C@H](C2)F)C)F (1S,2S)-N-(6-(7-ethoxy-6-fluoro-5-methyl-1H-indazol-4-yl)imidazo[1,2-a]pyrazin-2-yl)-2-fluorocyclopropane-1-carboxamide